(S)-3-(3-hydroxypropyl)-8-(methylsulfonyl)-2,8-diazaspiro[4.5]decan-1-one OCCC[C@@H]1NC(C2(C1)CCN(CC2)S(=O)(=O)C)=O